CN(CCN1N=CC2=CC(=CC(=C12)NC(C)=O)NC1=NC=CC(=N1)C1=CN(C2=CC=CC=C12)C)C N-(1-(2-(dimethylamino)ethyl)-5-((4-(1-methyl-1H-indol-3-yl)pyrimidin-2-yl)amino)-1H-indazol-7-yl)acetamide